1-(3-aminopropyl)-2-ethylimidazole NCCCN1C(=NC=C1)CC